methyl 2-(2-aminoacetamido)-3-(2-ethylbenzoyl)-4h,5h,6h-cyclopenta[b]thiophene-5-carboxylate NCC(=O)NC1=C(C2=C(S1)CC(C2)C(=O)OC)C(C2=C(C=CC=C2)CC)=O